(R)-4-Ethyl-3,4-dihydro-2H-pyrido[2,3-b][1,4,5]oxathiazepine 1,1-dioxide C(C)[C@@H]1CNS(C2=C(O1)N=CC=C2)(=O)=O